ClC=1C=CC2=C(C(N(S2(=O)=O)[C@@H]([C@H](C)C2=C(C(=CC=C2F)C)C)C2=NNC(O2)=O)=O)C1 5-((1S,2R)-1-(5-chloro-1,1-dioxo-3-oxobenzo[d]isothiazol-2(3H)-yl)-2-(6-fluoro-2,3-dimethylphenyl)propyl)-1,3,4-oxadiazol-2(3H)-one